C(CC)NC[Si](OCC)(OCC)OCC N-n-Propylaminomethyltrieth-oxysilan